methyl-1H-pyrazole-3-carbaldehyde CN1N=C(C=C1)C=O